CCN1CC(C(C1=O)(C2=CC=CC=C2)C3=CC=CC=C3)CC[NH+]4CCOCC4.[Cl-] The molecule is the hydrochloride salt of doxapram. A central and respiratory stimulant with a brief duration of action, both doxapram hydrochloride and its hydrate are used as a temporary treatment of acute respiratory failure, particularly when superimposed on chronic obstructive pulmonary disease, and of postoperative respiratory depression. It has also been used for treatment of postoperative shivering. It has a role as a central nervous system stimulant. It contains a doxapram.